NC1=C2C(=NC=N1)N(N=C2C2=CC=C(C=C2)OC2=CC=CC=C2)C2CCN(CC2)CC2CCN(CC2)C(=O)N2CCN(CC2)C=2C=C1CN(C(C1=CC2)=O)C2C(NC(CC2)=O)=O 3-(5-(4-(4-((4-(4-amino-3-(4-phenoxyphenyl)-1H-pyrazolo[3,4-d]pyrimidin-1-yl)piperidin-1-yl)methyl)piperidine-1-carbonyl)piperazin-1-yl)-1-oxoisoindolin-2-yl)piperidine-2,6-dione